P(=O)#C[N+](CCS)(C)C phosphoryl-thiocholine